N-methyl-3-(pyrazolo[1,5-a]pyrimidin-2-yl)-4-[4-(trifluoromethyl)phenoxy]benzene-1-sulfonamide CNS(=O)(=O)C1=CC(=C(C=C1)OC1=CC=C(C=C1)C(F)(F)F)C1=NN2C(N=CC=C2)=C1